FC(C=1C=C(ON2CCCCC2)C=CC1)(F)F [3-(trifluoromethyl)phenoxy]piperidine